(9z,12z)-octadecaneN C=CCCCCCCCCCCCCCCCC